methyl (R)-1-(4-(4-(4-(((1-(2-ethylphenyl)ethoxy)carbonyl)amino)-3-methylisoxazol-5-yl)piperidin-1-yl)phenyl)cyclopropane-1-carboxylate C(C)C1=C(C=CC=C1)[C@@H](C)OC(=O)NC=1C(=NOC1C1CCN(CC1)C1=CC=C(C=C1)C1(CC1)C(=O)OC)C